FC1=C(C=C(C(=C1)[N+](=O)[O-])F)CC(=O)N (2,5-difluoro-4-nitrophenyl)-acetamide